ClC=1C=NC(=NC1)N1CCC(CC1)CCCOC1=CC(=C(C=C1)CC(=O)N1CC(CC1)(C(=O)NCC(CO)(CO)CO)COC)F 1-[2-[4-[3-[1-(5-chloropyrimidin-2-yl)-4-piperidinyl]propoxy]-2-fluoro-phenyl]acetyl]-N-[3-hydroxy-2,2-bis(hydroxymethyl)propyl]-3-(methoxymethyl)pyrrolidine-3-carboxamide